rac-5-((4,4-difluoropiperidin-1-yl)methyl)-3-(4-methylpiperidin-4-yl)-5,6-dihydro-1,4,2-dioxazine FC1(CCN(CC1)C[C@H]1OC(=NOC1)C1(CCNCC1)C)F |r|